ClC=1C=C(C=CC1)CCN (3-chlorophenyl)ethylamine